1-(2-bromoethyl)-3-(4-fluorophenyl)-1H-pyrazole-5-carboxylic acid ethyl ester C(C)OC(=O)C1=CC(=NN1CCBr)C1=CC=C(C=C1)F